3-(6,7-dihydro-5H-benzo[7]annulen-9-yl)-1,5-dihydro-4H-pyrazolo[3,4-d]pyrimidin-4-one C1=CC=CC2=C1C(=CCCC2)C2=NNC=1N=CNC(C12)=O